N-{[2-(4-{[(3S,4R)-3-fluoro-1-methylpiperidin-4-yl]amino}-1-(2,2,2-trifluoroethyl)-1H-indol-2-yl)-1,3-thiazol-4-yl]methyl}cyclopropanecarboxamide F[C@H]1CN(CC[C@H]1NC1=C2C=C(N(C2=CC=C1)CC(F)(F)F)C=1SC=C(N1)CNC(=O)C1CC1)C